1-[2-(N,N-dimethylamino)ethyl]-4-[1-(4-methoxyphenoxy)-1-(methyl)-ethyl]-1H-1,2,3-triazole CN(C)CCN1N=NC(=C1)C(C)(C)OC1=CC=C(C=C1)OC